N-phenyl-1-(4-(tributylsilyl)phenyl)-N-((4-(tributylsilyl)phenyl)(2-(trifluoromethyl)phenyl)phosphaneyl)-1-(2-(trifluoromethyl)phenyl)phosphanamine C1(=CC=CC=C1)N(P(C1=C(C=CC=C1)C(F)(F)F)C1=CC=C(C=C1)[Si](CCCC)(CCCC)CCCC)P(C1=C(C=CC=C1)C(F)(F)F)C1=CC=C(C=C1)[Si](CCCC)(CCCC)CCCC